FC1=C(C=CC=C1)C=1C(=NC2=CC=C(C=C2C1)[N+](=O)[O-])C1=CC=CC=C1 3-(2-fluorophenyl)-6-nitro-2-phenylquinoline